tetrafluoroprop-1-ene FCC(=C(F)F)F